Cl.N1N=CC(=C1)C1=NC=CC=C1O (1H-pyrazol-4-yl)pyridin-3-ol hydrochloride